3-(2,2,7-trifluoro-3-oxo-4-prop-2-ynyl-3,4-dihydro-2H-benzo[1,4]oxazin-6-yl)-1H-pyrimidine-2,4-dione FC1(OC2=C(N(C1=O)CC#C)C=C(C(=C2)F)N2C(NC=CC2=O)=O)F